3-(fluorosulfonyl)benzoyl chloride FS(=O)(=O)C=1C=C(C(=O)Cl)C=CC1